S(N)(=O)(=O)NCCC1CN(C1)C1=NC=NC2=CC(=C(C=C12)Br)OC 4-(3-(2-sulfamoylaminoethyl)azetidine-1-yl)-6-bromo-7-methoxyquinazoline